Cl.FC=1C=C(C=CC1)C1=NOC(=N1)[C@@H]([C@@H](C)OC)N (1R,2R)-1-[3-(3-fluorophenyl)-1,2,4-oxadiazol-5-yl]-2-methoxy-propan-1-amine hydrochloride